O1CCC2=C1C=C(C=C2)B(O)O (2,3-dihydrobenzofuran-6-yl)boronic acid